3-methyl-N-{2-[(2R)-1-methylpiperidin-2-yl]-1-{[2-(trimethylsilyl)ethoxy]methyl}pyrrolo[3,2-c]pyridin-6-yl}-4-oxoquinazoline-7-carboxamide CN1C=NC2=CC(=CC=C2C1=O)C(=O)NC1=CC2=C(C=N1)C=C(N2COCC[Si](C)(C)C)[C@@H]2N(CCCC2)C